methyl-3-(4-(2-((1r,4r)-4-(tert-butoxycarbonylamino)cyclohexane carboxamido)ethoxy)phenyl)isonicotinate COC(C1=C(C=NC=C1)C1=CC=C(C=C1)OCCNC(=O)C1CCC(CC1)NC(=O)OC(C)(C)C)=O